N6-(2-methoxy-4-pyridyl)-1,3-benzothiazole-2,6-diamine COC1=NC=CC(=C1)NC1=CC2=C(N=C(S2)N)C=C1